[Ir]=O.[Sr] Strontium-iridium oxide